N-(1-cyclopropyl-3-(4,5-dioxaborolan-2-yl)-1H-pyrrolo[2,3-c]pyridin-5-yl)acetamide C1(CC1)N1C=C(C=2C1=CN=C(C2)NC(C)=O)C2BOOC2